4-(4-bromotetrahydro-2H-pyran-2-yl)-1-cyclopropyl-1H-pyrazole BrC1CC(OCC1)C=1C=NN(C1)C1CC1